FC1=NC=CC2=C1C[C@@H]1CC[C@H]2N1 (5R,8S)-1-fluoro-6,7,8,9-tetrahydro-5H-5,8-epiminocyclohepta[c]pyridine